P(=O)(O)(O)COCCN1C2=NC=NC(=C2N=C1)N 9-(2-phosphonomethoxyethyl)adenine